C(C)OC1=CC=C(C=CC(=O)N)C=C1 4-ethoxycinnamic acid amide